BrC=1C=C(C(=O)N[C@@H](C)C=2N(N=CN2)C2=NN(C(C=C2)=O)C)C=C(C1)Br 3,5-dibromo-N-[(1S)-1-[2-(1-methyl-6-oxo-pyridazin-3-yl)-1,2,4-triazol-3-yl]ethyl]benzamide